N-(cis-2-(biphenyl-3-ylmethyl)piperidin-3-yl)methanesulfonamide C1(=CC(=CC=C1)C[C@@H]1NCCC[C@@H]1NS(=O)(=O)C)C1=CC=CC=C1